FC1=C(C=C(C=C1)OC=1C(=C2C=CNC2=CC1F)CO)C=1NC(=CN1)C(CCCCCCSCC(=O)O)C1=CC(=CC=C1)I 2-((7-(2-(2-fluoro-5-((6-fluoro-4-(hydroxymethyl)-1H-indol-5-yl)oxy)phenyl)-1H-imidazol-5-yl)-7-(3-iodophenyl)heptyl)thio)acetic acid